2,2'-((2-((2-(3-(2-aminoethyl)-2-oxoimidazolidin-1-yl)ethyl)amino)ethyl)azane-diyl)diacetonitrile NCCN1C(N(CC1)CCNCCN(CC#N)CC#N)=O